[C@@H]1([C@H](O)[C@H](O)[C@@H](C[S+](CC[C@H](N)C(=O)O)CC2=CC=C(C=C2)F)O1)N1C=NC=2C(N)=NC=NC12 S-adenosyl-S-p-fluorobenzyl-L-homocysteine